4-[5-({[4-(Aminomethyl)phenyl]methyl}sulfanyl)-1H-pyrazol-3-yl]-1-(2,2-dimethylpropanoyl)pyrrolidin-3-on NCC1=CC=C(C=C1)CSC1=CC(=NN1)C1C(CN(C1)C(C(C)(C)C)=O)=O